(S)-2-(1-(tert-butyl)-3,7-dimethyl-2-oxo-2,3-dihydro-1H-benzo[d]imidazol-4-yl)-2-(methyl((1S,3S)-3-(4-(5,6,7,8-tetrahydro-1,8-naphthyridin-2-yl)butoxy)cyclopentyl)amino)acetic acid C(C)(C)(C)N1C(N(C2=C1C(=CC=C2[C@@H](C(=O)O)N([C@@H]2C[C@H](CC2)OCCCCC2=NC=1NCCCC1C=C2)C)C)C)=O